C(C)(=O)OCC(=O)NNC(C1=CC=C(C=C1)N1CCC(CC1)OC1=C(C=CC=C1)F)=O 2-(2-(4-(4-(2-fluorophenoxy)piperidin-1-yl)benzoyl)hydrazinyl)-2-oxoethyl acetate